4-{2-[4-(dimethylamino)phenyl]-2,6-diazaspiro[3.4]octan-6-yl}-1-methyl-2-oxo-1,2-dihydroquinoline-3-carbonitrile CN(C1=CC=C(C=C1)N1CC2(C1)CN(CC2)C2=C(C(N(C1=CC=CC=C21)C)=O)C#N)C